C(C)C=1C=C(C=CC1NC1=NC=C(C(=N1)C1=CC2=C(C(N(CCS2(=O)=O)C)=O)S1)C(F)(F)F)N1CCN(CC1)C(=O)OC(C)(C)C tert-butyl 4-(3-ethyl-4-((4-(4-methyl-1,1-dioxido-5-oxo-2,3,4,5-tetrahydrothieno[2,3-f][1,4]thiazepin-7-yl)-5-(trifluoromethyl)pyrimidin-2-yl)amino)phenyl)piperazine-1-carboxylate